(R)-1-((4-chloro-5-fluoro-2-(2-methoxy-7-methylquinoxalin-5-yl)benzo[d]thiazol-6-yl)oxy)propan-2-yl (6-(trifluoromethyl)pyridin-3-yl)carbamate FC(C1=CC=C(C=N1)NC(O[C@@H](COC1=CC2=C(N=C(S2)C2=C3N=CC(=NC3=CC(=C2)C)OC)C(=C1F)Cl)C)=O)(F)F